2-({[2-fluoro-5-(trifluoromethyl)phenyl]carbamoyl}oxy)acetic acid ethyl ester C(C)OC(COC(NC1=C(C=CC(=C1)C(F)(F)F)F)=O)=O